CC1(OCCC(C1)CNC(C1=CC=C(C=C1)C#CC1=C(C=CC=C1)F)=O)C N-((2,2-dimethyltetrahydro-2H-pyran-4-yl)methyl)-4-((2-fluorophenyl)ethynyl)benzamide